N-methyl-2-amino-5-chlorobenzophenone CNC1=C(C(=O)C2=CC=CC=C2)C=C(C=C1)Cl